3,4-difluorobenzylmethyl sulfide FC=1C=C(CCSCCC2=CC(=C(C=C2)F)F)C=CC1F